3-methyl-3,9-diazabicyclo[3.3.1]nonane CN1CC2CCCC(C1)N2